ClC1=CC(=NC(=N1)C(F)(F)F)N1CC(C1)N1CCN(CC1)C(=O)OC(C)(C)C tert-butyl 4-(1-(6-chloro-2-(trifluoromethyl)pyrimidin-4-yl)azetidin-3-yl)piperazine-1-carboxylate